butanetetracarboxylic acid dihydrate O.O.C(C(CC)C(=O)O)(C(=O)O)(C(=O)O)C(=O)O